O=C1N(C(C2C3C=CC(C12)O3)=O)C[C@@H](C)NC(OC3=CC=C(C=C3)[N+](=O)[O-])=O 4-nitrophenyl ((2R)-1-(1,3-dioxo-1,3,3a,4,7,7a-hexahydro-2H-4,7-epoxyisoindol-2-yl)propan-2-yl)carbamate